C(CCCCCCC\C=C/C\C=C/C\C=C/CC)(=O)OCCCCCCCCCCCCCCCCCCCCCC(=O)O 22-(((9Z,12Z,15Z)-octadeca-9,12,15-trienoyl)oxy)-behenic acid